((R)-2-((4-acetamidophenylethyl)amino)-4-phenylbutyryl)-L-alanine C(C)(=O)NC1=CC=C(C=C1)CCN[C@@H](C(=O)N[C@@H](C)C(=O)O)CCC1=CC=CC=C1